COCC(=O)NC(CC1=NC=C(C=C1)C1=NOC(=N1)C(F)(F)F)C1=CC(=CC=C1)C(F)(F)F 2-methoxy-N-(2-{5-[5-(trifluoromethyl)-1,2,4-oxadiazol-3-yl]pyridin-2-yl}-1-[3-(trifluoromethyl)phenyl]ethyl)acetamide